5-cyclopropyl-8-(1H-indol-5-yl)-4-[(1-naphthyl)methyl]-2-oxo-7-thia-1-azabicyclo[4.3.0]non-3,5,8-triene-9-carboxylic acid C1(CC1)C=1C(=CC(N2C(=C(SC12)C=1C=C2C=CNC2=CC1)C(=O)O)=O)CC1=CC=CC2=CC=CC=C12